FC=1C(=C(C=CC1)NC=1C2=C3NC1C1=CC=NC=C1OCC=1C=CC=C(OC/C=C/CC3CNC2=O)C1)OC (19E)-28-[(3-fluoro-2-methoxyphenyl)amino]-3,22-dioxa-6,11,15-triazapentacyclo[21.3.1.110,13.04,9.012,17]octacosa-1(27),4,6,8,10(28),12,19,23,25-nonaen-14-one